5-amino-N-morpholino-N-((5-(trifluoromethyl)pyridin-2-yl)methyl)imidazo[1,5-c]quinazoline-9-carboxamide NC1=NC=2C=CC(=CC2C=2N1C=NC2)C(=O)N(CC2=NC=C(C=C2)C(F)(F)F)N2CCOCC2